7-chloro-6-fluoro-1-(propan-2-yl)-1,2,3,4-tetrahydro-1,8-naphthyridin-4-one ClC1=C(C=C2C(CCN(C2=N1)C(C)C)=O)F